Quinolinecarbonyl chloride N1=C(C=CC2=CC=CC=C12)C(=O)Cl